O=C(CC1=CC=CC=C1C(=O)O)C 6-(2-oxopropyl)benzoic acid